O=C1C(=C(C1=O)NC1=C(C(=NC=C1)C(=O)N(C)CC)O)N[C@H]1C(CCC=2C=C(OC21)C)(C)C (S)-4-((3,4-dioxo-2-((2,6,6-trimethyl-4,5,6,7-tetrahydrobenzofuran-7-yl)amino)cyclobut-1-en-1-yl)amino)-N-ethyl-3-hydroxy-N-methylpicolinamide